2,3-dimethyl-5-oxopyrazole CN1NC(C=C1C)=O